CS(=O)(=O)NC1=CC=C(C=C1)C(C=C)=O 3-(4-Methanesulfonamidophenyl)-3-oxoprop-1-en